9-(1-phenylvinyl)-9H-carbazole C1(=CC=CC=C1)C(=C)N1C2=CC=CC=C2C=2C=CC=CC12